2-(4-methylpiperazin-1-yl)-2-phenyl-N-[3-(1H-pyrazol-4-yl)-1H-indol-7-yl]acetamide CN1CCN(CC1)C(C(=O)NC=1C=CC=C2C(=CNC12)C=1C=NNC1)C1=CC=CC=C1